((1R)-1-(2-fluoro-2-methyl-3-oxo-3-(((6-phenylpyridin-2-yl)methyl)amino)propionylamino)-2-(p-Tolyl)ethyl)boronic acid FC(C(=O)N[C@@H](CC1=CC=C(C=C1)C)B(O)O)(C(NCC1=NC(=CC=C1)C1=CC=CC=C1)=O)C